1-[4-(3,5-Difluoro-benzenesulfonyl)-phenyl]-3-(1H-pyrazol-4-ylmethyl)-urea FC=1C=C(C=C(C1)F)S(=O)(=O)C1=CC=C(C=C1)NC(=O)NCC=1C=NNC1